7-Fluoro-5-(3-fluoropiperazin-1-yl)-2,3-dihydro-1,4-benzodioxine FC=1C=C(C2=C(OCCO2)C1)N1CC(NCC1)F